benzyl N-[1-(5-chloropyrimidin-2-yl)cyclopropyl]carbamate ClC=1C=NC(=NC1)C1(CC1)NC(OCC1=CC=CC=C1)=O